N-(1-(4-((3-chloro-2-fluorophenyl)amino)pyrido[3,2-d]pyrimidin-6-yl)azetidin-3-yl)acrylamide ClC=1C(=C(C=CC1)NC=1C2=C(N=CN1)C=CC(=N2)N2CC(C2)NC(C=C)=O)F